5-(6-chloro-8-cyclopropoxy-7-(5-methyl-1H-indazol-4-yl)-2-(((S)-1-methylpyrrolidin-2-yl)methoxy)quinazolin-4-yl)-2,5-diazabicyclo[2.2.1]heptane-2-carboxylic acid tert-butyl ester C(C)(C)(C)OC(=O)N1C2CN(C(C1)C2)C2=NC(=NC1=C(C(=C(C=C21)Cl)C2=C1C=NNC1=CC=C2C)OC2CC2)OC[C@H]2N(CCC2)C